3-(6-(azetidin-3-yloxy)-1-oxoisoindolin-2-yl)piperidine-2,6-dione N1CC(C1)OC1=CC=C2CN(C(C2=C1)=O)C1C(NC(CC1)=O)=O